2,4,6-trimethylbenzoyl-diphenylimidazole CC1=C(C(=O)C=2NC(=C(N2)C2=CC=CC=C2)C2=CC=CC=C2)C(=CC(=C1)C)C